C(C)(C)(C)OC(=O)N1CCC(CC1)C1=NC=C(C=C1)O.N1CC(C1)NC(C1=NC=C(C=C1)N1CCN(CC1)CC=1C=NC=2C=C(C(NC2C1)=O)CC)=O N-(azetidin-3-yl)-5-(4-((7-ethyl-6-oxo-5,6-dihydro-1,5-naphthyridin-3-yl)methyl)piperazine-1-yl)picolinamide Tert-butyl-4-(5-hydroxypyridin-2-yl)piperidine-1-carboxylate